COC1=NC(=NN2C1=C(C=C2)C=2C=CC1=C(N(N=N1)C)C2)NC2CC(C2)(C)C(=O)N2CCCC2 ((1r,3r)-3-((4-methoxy-5-(1-methyl-1H-benzo[d][1,2,3]triazol-6-yl)pyrrolo[2,1-f][1,2,4]triazin-2-yl)amino)-1-methylcyclobutyl)(pyrrolidin-1-yl)methanone